2-(2-(cyclopropanesulfonamido)thiazol-4-yl)-N-(5'-(difluoromethoxy)-[3,3'-bipyridin]-6-yl)butanamide C1(CC1)S(=O)(=O)NC=1SC=C(N1)C(C(=O)NC1=CC=C(C=N1)C=1C=NC=C(C1)OC(F)F)CC